methyl 3',5'-dichloro-5-((2-(piperazin-1-yl) pyrimidin-5-yl) oxy)-[1,1'-biphenyl]-3-carboxylate ClC=1C=C(C=C(C1)Cl)C1=CC(=CC(=C1)OC=1C=NC(=NC1)N1CCNCC1)C(=O)OC